4-chloro-5-[4-(2,5-dichloro-benzenesulfonyl)-[1,4]diazepan-1-yl]-benzofuran-2-carboxylic acid ClC1=C(C=CC2=C1C=C(O2)C(=O)O)N2CCN(CCC2)S(=O)(=O)C2=C(C=CC(=C2)Cl)Cl